2-(2,8-Dimethylimidazo[1,2-b]pyridazin-6-yl)-7-(3,3-dimethylpiperazin-1-yl)-9-methyl-4H-pyrido[1,2-a]pyrimidin-4-on CC=1N=C2N(N=C(C=C2C)C=2N=C3N(C(C2)=O)C=C(C=C3C)N3CC(NCC3)(C)C)C1